C(C1=CC=CC=C1)(=O)NN=CC1=C(C=CC=C1)C 2-Methylbenzaldehyde benzoyl hydrazone